4-propylpyrimidine-5-carboxylate C(CC)C1=NC=NC=C1C(=O)[O-]